C(C)(=O)C1=NN(C2=CC=C(C=C12)C=1C=NC(=NC1)C)CC(=O)N1[C@@H](C[C@H](C1)F)C(=O)NC=1SC=C(N1)Br (2S,4R)-1-(2-(3-acetyl-5-(2-methylpyrimidin-5-yl)-1H-indazol-1-yl)acetyl)-N-(4-bromothiazol-2-yl)-4-fluoropyrrolidine-2-carboxamide